NN1C(=NN=C(C1=O)C(C)(C)C)SC 4-Amino-6-tert-butyl-3-methylsulfanyl-1,2,4-triazin-5-one